FC=1C=C(C(=O)NC2=C(C(=O)N)C=C(C(=C2)OC)OC)C=CC1 2-(3-fluorobenzamido)-4,5-dimethoxybenzamide